FC1(CC(C1)OC\C=N\[S@](=O)C(C)(C)C)F (R,E)-N-(2-(3,3-difluorocyclobutoxy)ethylidene)-2-methylpropane-2-sulfinamide